C(C)(C)(C)OC(=O)N1CC(CC1)(NC1=CC(=C2C(=NN(C2=C1)C)C)F)C1=C(C(=CC=C1F)Cl)Cl.COC(CC(C(C=CC1=CC=CC=C1)=O)=O)(OC)OC trimethoxybenzylidenepentanedione tert-butyl-3-(2,3-dichloro-6-fluorophenyl)-3-[(4-fluoro-1,3-dimethylindazol-6-yl)amino]pyrrolidine-1-carboxylate